CON1CC=CC=C1 N-methoxypyridine